CC1(COC2(C1)CC=C(CC2)C2=C(C=NN2C)C=O)C 5-[3,3-dimethyl-1-oxaspiro[4.5]dec-7-en-8-yl]-1-methyl-1H-pyrazole-4-carbaldehyde